C(C)(C)(C)OCC(C)O tert-butoxy-2-propanol